(R)-N-((S)-1-(m-tolyl)-ethyl)-2-methylpropane-2-sulfinamide C1(=CC(=CC=C1)[C@H](C)N[S@](=O)C(C)(C)C)C